7-[3-(3-tert-butylpiperazin-1-yl)-1,2,4-triazin-6-yl]-4-(2-methyl-1,3-thiazol-5-yl)-1,3-benzothiazole C(C)(C)(C)C1CN(CCN1)C=1N=NC(=CN1)C1=CC=C(C=2N=CSC21)C2=CN=C(S2)C